C(C)(C)(C)OC(=O)C1=NC=CC(=N1)OC methoxypyrimidine-2-carboxylic acid tert-butyl ester